O=C1NC(CCC1N1C(C2=CC=CC(=C2C1=O)NC=1C=C2C=NN(C2=CC1C1=CC(=NC=C1)C)C1CCOCC1)=O)=O 2-(2,6-dioxo-3-piperidyl)-4-[[6-(2-methyl-4-pyridyl)-1-tetrahydropyran-4-yl-indazol-5-yl]amino]isoindoline-1,3-dione